2-(4-fluorobenzyl)-8-methoxy-4H-quinolizin-4-one FC1=CC=C(CC=2C=C3C=C(C=CN3C(C2)=O)OC)C=C1